(S)-2-(6-methylpyridin-2-yl)-5-(4-(pyrazolo[1,5-a]pyridin-2-yl)-1,4,6,7-tetrahydro-5H-imidazo[4,5-c]pyridin-5-yl)-1,3,4-oxadiazole CC1=CC=CC(=N1)C=1OC(=NN1)N1[C@@H](C2=C(CC1)NC=N2)C2=NN1C(C=CC=C1)=C2